C(C1=CC=CC=C1)OC(=O)NCC(=O)NC=1N=NC(=CC1N1N=CC(=C1)N1C(CN(CC1)C(=O)OC(C)(C)C)=O)C1=C(C=CC=C1)OCC1=CC=CC=C1 tert-butyl 4-(1-(3-(2-(((benzyloxy)carbonyl)amino)acetamido)-6-(2-(benzyloxy)phenyl)pyridazin-4-yl)-1H-pyrazol-4-yl)-3-oxopiperazine-1-carboxylate